C(C)(C)(C)C1=NC(=NO1)C(=O)NCC1=C(C(=C(C=C1)C1=CC(=NC=C1)NC(=O)C1CC1)F)Cl 5-(tert-butyl)-N-(2-chloro-4-(2-(cyclopropanecarboxamido)pyridin-4-yl)-3-fluorobenzyl)-1,2,4-oxadiazole-3-carboxamide